C(C1=CC=CC=C1)O[C@H]1C(O[C@]([C@H]1OCC1=CC=CC=C1)(C=C)COCC1=CC=CC=C1)=O (3R,4S,5R)-3,4-bis(benzyloxy)-5-((benzyloxy)methyl)-5-vinyldihydrofuran-2(3H)-one